ClC1=CC(=NC(=C1O)F)C(=O)NC1=C(N=C(S1)C1=C(C=CC=C1)F)C(=O)NCC1=C(C=CC=C1)C(F)(F)F 5-(4-chloro-6-fluoro-5-hydroxypicolinamido)-2-(2-fluorophenyl)-N-(2-(trifluoromethyl)benzyl)thiazole-4-carboxamide